CC(C(=O)OCC)C(CC1=CC=CC=C1)=O ethyl 2-methyl-3-oxo-4-phenyl-butanoate